C(C)S(=O)(=O)C1=CC(=C(C=C1)SC1=NC(=C(C(=N1)NC1=NNC(=C1)C)OC)N1[C@H](COCC1)C)F (S)-2-((4-(ethylsulfonyl)-2-fluorophenyl)thio)-5-methoxy-N-(5-methyl-1H-pyrazol-3-yl)-6-(3-methylmorpholino)pyrimidin-4-amine